C[C@@H](C(=O)N)[NH3+] The molecule is an organic cation that is the conjugate acid of L-alaninamide, obtained by protonation of the gamma-amino group. It is an organic cation and an ammonium ion derivative. It is a conjugate acid of a L-alaninamide.